BrC1=C2C(=C3C=CNC(C3=C1)=O)C(N(C2C2=C(C=CC(=C2)F)Cl)CC2=CC=C(C=C2)OC)=O 4-Bromo-3-(2-chloro-5-fluorophenyl)-2-(4-methoxybenzyl)-2,3-dihydro-1H-pyrrolo[3,4-f]isoquinoline-1,6(7H)-dione